C1C[C@H](CC=2C3=CC=CC=C3NC12)NC1=NC=NC2=C1OCCN2 N-[(3R)-2,3,4,9-tetrahydro-1H-carbazol-3-yl]-6,7-dihydropyrimido[5,4-b][1,4]oxazin-4-amine